3-(4-(5-Cyanopyridin-2-yl)piperazin-1-yl)propionic acid ethyl ester C(C)OC(CCN1CCN(CC1)C1=NC=C(C=C1)C#N)=O